C1[C@H](O[C@H](C2=C1C(=C(C=C2)O)O)C[NH3+])C34CC5CC(C3)CC(C5)C4 The molecule is an organic cation that is the conjugate acid of (1R,3S)-3-(adamantan-1-yl)-1-(aminomethyl)-3,4-dihydroisochromene-5,6-diol, arising from protonation of the primary amino function. It is an ammonium ion derivative and an organic cation. It is a conjugate acid of a (1R,3S)-3-(adamantan-1-yl)-1-(aminomethyl)-3,4-dihydroisochromene-5,6-diol.